C[C@@H]1CCC=2C1=NC1=C(C2NC(=O)N=[S@](=O)(N)C2=NN(C=C2)C2=CC=CC=C2)CCC1 (R)-N'-(((R)-3-methyl-1,2,3,5,6,7-hexahydrodicyclopenta[b,e]pyridin-8-yl)carbamoyl)-1-phenyl-1H-pyrazole-3-sulfonimidamide